methyl 6-(1-tert-butoxycarbonyl-5,5-difluoro-3-piperidyl)-4-chloro-7-fluoro-1-(2-trimethylsilylethoxymethyl)indole-2-carboxylate C(C)(C)(C)OC(=O)N1CC(CC(C1)(F)F)C1=CC(=C2C=C(N(C2=C1F)COCC[Si](C)(C)C)C(=O)OC)Cl